ClC=1C(=NC(=NC1)NC=1C=NN(C1)C1CCN(CC1)C)OC=1C=C(C=CC1OC)NC(C=C)=O N-(3-((5-chloro-2-((1-(1-methylpiperidin-4-yl)-1H-pyrazol-4-yl)amino)pyrimidin-4-yl)oxy)-4-methoxyphenyl)acrylamide